C(C1=CC=CC=C1)OC=1C=C2CCC(=C(C2=CC1)C1=CC=C(C=C1)N1CCC(CC1)C(OC)OC)C1=CCCC1 1-(4-(6-(Benzyloxy)-2-(cyclopent-1-en-1-yl)-3,4-dihydronaphthalen-1-yl)phenyl)-4-(dimethoxymethyl)piperidine